methyl 2-cyclopropyl-8-formylimidazo[1,2-a]pyridine-6-carboxylate C1(CC1)C=1N=C2N(C=C(C=C2C=O)C(=O)OC)C1